2-(naphthalen-1-yl)propan-2-amine hydrochloride Cl.C1(=CC=CC2=CC=CC=C12)C(C)(C)N